C(#N)C1=CC(=C(COC2=CC=CC(=N2)N2C[C@@H](NCC2)COC)C=C1)F (R)-4-(6-((4-cyano-2-fluorobenzyl)oxy)pyridin-2-yl)-2-(methoxymethyl)piperazine